FC1=C(C=C(C=C1)F)[C@@H]1N(CCC1)C1=NC=2N(C=C1)N=CC2C=2NC(=NN2)[C@H](CO)C (R)-2-(5-(5-((R)-2-(2,5-difluorophenyl)pyrrolidin-1-yl)pyrazolo[1,5-a]pyrimidin-3-yl)-4H-1,2,4-triazol-3-yl)propan-1-ol